4-chloro-3-methyl-1,3-butanediol ClCC(CCO)(O)C